CC(C#N)(C#N)C Dimethyl-malononitrile